(-)-cis-(2R)-methyl 2-amino-3-(3-(2-ethyltetrahydrofuran-3-yl)-5-fluorobenzamido)propanoate N[C@@H](C(=O)OC)CNC(C1=CC(=CC(=C1)F)[C@@H]1[C@@H](OCC1)CC)=O